5-(4-((6-((1H-pyrrol-1-yl)methyl)-1,4-dioxan-2-yl)methoxy)phenyl)-2-oxo-6-(trifluoromethyl)-1,2-dihydropyridine-3-carboxamide N1(C=CC=C1)CC1COCC(O1)COC1=CC=C(C=C1)C=1C=C(C(NC1C(F)(F)F)=O)C(=O)N